tert-butyl (2S,3S)-2-[(4-fluorophenyl)-methyl-carbamoyl]-3-hydroxy-pyrrolidine-1-carboxylate FC1=CC=C(C=C1)N(C(=O)[C@H]1N(CC[C@@H]1O)C(=O)OC(C)(C)C)C